NC1=C(SC(=C1)C1=C(C=C(C=C1)F)F)C(=O)N[C@@H]1CN(CCC1)C(=O)OC(C)(C)C tert-butyl (S)-3-(3-amino-5-(2,4-difluorophenyl)thiophene-2-carboxamido)piperidine-1-carboxylate